CN1C(C(CCC1=O)N1C(C2=CC=C(C=C2C1)C1CCN(CC1)C(=O)O)=O)=O 4-(2-(1-methyl-2,6-dioxopiperidin-3-yl)-1-oxoisoindolin-5-yl)piperidine-1-carboxylic acid